3-(6-phenylimidazo[1,2-a]pyrazin-3-yl)phenol C1(=CC=CC=C1)C=1N=CC=2N(C1)C(=CN2)C=2C=C(C=CC2)O